C(C)NCC#N (ethylamino)acetonitrile